BrC1=CN=C(N=N1)N[C@@H]1C[C@H](CC1)NC(OC(C)(C)C)=O tert-butyl ((1S,3S)-3-((6-bromo-1,2,4-triazin-3-yl)amino)cyclopentyl)carbamate